BrC=1C=C(C(N(C1)C)=O)NC1=NNC(=C1)C 5-Bromo-1-methyl-3-(5-methyl-1H-pyrazol-3-ylamino)pyridin-2(1H)-one